N-((1s,3s)-3-(6-((4-(4-(2-(1-(2-(4-(2,6-dioxopiperidin-3-yl)phenoxy)acetyl)piperidin-4-yl)ethyl)piperazin-1-yl)phenyl)amino)-9H-purin-9-yl)cyclobutyl)-6-methylpicolinamide O=C1NC(CC[C@H]1C1=CC=C(OCC(=O)N2CCC(CC2)CCN2CCN(CC2)C2=CC=C(C=C2)NC2=C3N=CN(C3=NC=N2)C2CC(C2)NC(C2=NC(=CC=C2)C)=O)C=C1)=O